CC1=C(CCC2=NC=3N(C(N(C(C3N2CC)=O)CC#C)=O)CCCCP(OCC)(OCC)=O)C(=CC=C1)C Diethyl (4-(8-(2,6-dimethylphenethyl)-7-ethyl-2,6-dioxo-1-(prop-2-yn-1-yl)-1,2,6,7-tetra-hydro-3H-purin-3-yl)butyl)phosphonate